ClC=1C=NC(=NC1)[C@H]([C@H](C)S(=O)(=O)NC1=NN=C(N1C=1C(=NC=NC1OC)OC)[C@H]1C([C@H]1C)(F)F)OC (1R,2S)-1-(5-chloropyrimidin-2-yl)-N-(5-((1S,3S)-2,2-difluoro-3-methylcyclopropyl)-4-(4,6-dimethoxypyrimidin-5-yl)-4H-1,2,4-triazol-3-yl)-1-methoxypropane-2-sulfonamide